5-((5-Chloro-2-(2,4-dimethylthiazol-5-yl)pyrimidin-4-yl)amino)-3-(3-hydroxy-3-methylbutyl)-1-methyl-1,3-dihydro-2H-benzo[d]imidazol-2-on ClC=1C(=NC(=NC1)C1=C(N=C(S1)C)C)NC1=CC2=C(N(C(N2CCC(C)(C)O)=O)C)C=C1